ClC1=NC2=CC(=C(C=C2C(=N1)NC(C)C1=CC(=CC(=C1)C(F)(F)F)[N+](=O)[O-])N1CCOCC1)F (2-Chloro-7-fluoro-6-morpholin-4-yl-quinazolin-4-yl)-[1-(3-nitro-5-trifluoromethyl-phenyl)-ethyl]-amine